FC=1C=C(C#N)C=C(C1)OC=1SC(=C2C1CC(C2=O)F)S(=O)(=O)C 3-fluoro-5-((5-fluoro-3-(methylsulfonyl)-4-oxo-5,6-dihydro-4H-cyclopenta[c]thiophen-1-yl)oxy)benzonitrile